(S)-3-(4-amino-6-methylquinazolin-8-yl)-2,4-dimethylphenol NC1=NC=NC2=C(C=C(C=C12)C)C=1C(=C(C=CC1C)O)C